Chloro{5-(ethylsulfonyl)-1-methyl-4-[3-methyl-6-(trifluoromethyl)-3H-imidazo[4,5-c]pyridin-2-yl]-1H-imidazol-2-yl}zinc Cl[Zn]C=1N(C(=C(N1)C1=NC2=C(C=NC(=C2)C(F)(F)F)N1C)S(=O)(=O)CC)C